C(CCC)OC1=CC=C(C=C1)S(=O)(=O)N[C@@H](CC(C)C)C(=O)O ((4-butoxyphenyl)sulfonyl)leucine